2-(6-bromo-5-ethyl-2-methyl-7-oxo-[1,2,4]triazolo[1,5-a]pyrimidin-4(7H)-yl)-N-(4-(trifluoromethyl)phenyl)acetamide BrC1=C(N(C=2N(C1=O)N=C(N2)C)CC(=O)NC2=CC=C(C=C2)C(F)(F)F)CC